NC1=NC=C(C=C1B(O)O)C 2-AMINO-5-METHYLPYRIDINE-3-BORONIC ACID